tert-butyl 2-[1-[4-[(2,6-dioxo-3-piperidyl)amino]-2-fluoro-5-methoxy-phenyl]-4-hydroxy-4-piperidyl]acetate O=C1NC(CCC1NC1=CC(=C(C=C1OC)N1CCC(CC1)(O)CC(=O)OC(C)(C)C)F)=O